NC=1C(=C(C=CC1)S)Cl 3-amino-2-chloro-benzenethiol